CN1CCC2=C1N=C(N=C2C2=C1C=NNC1=CC=C2C)S(=O)(=O)C 7-methyl-4-(5-methyl-1H-indazol-4-yl)-2-(methylsulfonyl)-6,7-dihydro-5H-pyrrolo[2,3-d]pyrimidine